ClC=1SC(=CC1C=1N=C(SC1)NC1=CC=CC=C1)Cl 4-(2,5-dichlorothiophen-3-yl)-N-phenylthiazol-2-amine